ethyl-tryptamine C(C)NCCC1=CNC2=CC=CC=C12